FC=1C(=CC=2C3=C(N=C(C2C1)OC)C(OC[C@H]3N(C(OC(C)(C)C)=O)C)=O)F tert-butyl (S)-(8,9-difluoro-6-methoxy-4-oxo-1,4-dihydro-2H-pyrano[3,4-c]isoquinolin-1-yl)(methyl)carbamate